N-(5-((6-((R)-3-(2,4-difluorophenyl)isoxazolidine-2-yl)pyrimidine-4-yl)amino)-2-(4-ethylpiperazine-1-yl)-4-methoxyphenyl)acrylamide sodium trimethylbutoxide CC(CCC[O-])(C)C.[Na+].FC1=C(C=CC(=C1)F)[C@@H]1N(OCC1)C1=CC(=NC=N1)NC=1C(=CC(=C(C1)NC(C=C)=O)N1CCN(CC1)CC)OC